N-((2S,3R)-3-hydroxy-1-(((R)-3-methyl-1-((1R,7S)-11-methyl-2,6-dioxo-3,5-dioxa-9,11-diaza-4-borabicyclo[5.3.1]undecan-4-yl)butyl)amino)-1-oxobutan-2-yl)-6-phenylpicolinamide O[C@@H]([C@@H](C(=O)N[C@@H](CC(C)C)B1OC([C@H]2CNC[C@@H](C(O1)=O)N2C)=O)NC(C2=NC(=CC=C2)C2=CC=CC=C2)=O)C